C(CCC)OC(C(=O)N(C)C)C butoxy-N,N-dimethyl-propionamide